2-(1-adamantyl)-4-bromoanisole C12(CC3CC(CC(C1)C3)C2)C2=C(C=CC(=C2)Br)OC